N-methyl-N-(S)-pyrrolidin-3-yl-acetamide hydrochloride Cl.CN(C(C)=O)C1CNCC1